5-((4,6-Difluoro-1-((2-(trimethylsilyl)ethoxy)methyl)-1H-indol-5-yl)oxy)-2-fluorobenzonitrile FC1=C2C=CN(C2=CC(=C1OC=1C=CC(=C(C#N)C1)F)F)COCC[Si](C)(C)C